C=1(NC=CC=2C1C=CC=CC2)C#N cyclohepta[c]pyridine-1-carbonitrile